2-(2-chloro-4-(trifluoromethyl)phenoxy)-1-(3-fluoro-4-(5-(trifluoromethyl)-1,2,4-oxadiazol-3-yl)phenyl)ethan-1-one ClC1=C(OCC(=O)C2=CC(=C(C=C2)C2=NOC(=N2)C(F)(F)F)F)C=CC(=C1)C(F)(F)F